4-(2-methylbutenyl)benzoic acid CC(=CC1=CC=C(C(=O)O)C=C1)CC